5-ethynyl-2-methoxybenzonitrile C(#C)C=1C=CC(=C(C#N)C1)OC